ethyl (3,6,6-trimethyl-5-methyleneheptyl) oxalate C(C(=O)OCCC(CC(C(C)(C)C)=C)C)(=O)OCC